ethyl 2-[2-[tert-butyl(dimethyl)silyl]oxyethyl]-5-ethyl-pyrazole-3-carboxylate [Si](C)(C)(C(C)(C)C)OCCN1N=C(C=C1C(=O)OCC)CC